benzyl 6-(2-(methylthio) ethyl)-4-phenylisoindoline-2-carboxylate CSCCC1=CC(=C2CN(CC2=C1)C(=O)OCC1=CC=CC=C1)C1=CC=CC=C1